COC(=O)C1=CC(=C2C(=N1)N(C(=N2)CCl)C[C@H]2OCC2)OC (S)-2-(chloromethyl)-7-methoxy-3-((oxetane-2-yl)methyl)-3H-imidazo[4,5-b]pyridine-5-carboxylic acid methyl ester